dimethyl (3aS,6aS)-2-methoxy-6a-methylhexahydro-6H-furo[2,3-c]pyrrole-6,6-dicarboxylate COC1C[C@@H]2[C@@](C(NC2)(C(=O)OC)C(=O)OC)(O1)C